BrC=1C=CC2=C(C(=NC3(CC3)C=3N2C=NC3C(=O)O)C3=C(C=CC=C3)F)C1 8-bromo-6-(2-fluorophenyl)spiro[benzo[f]imidazo[1,5-a][1,4]diazepine-4,1'-cyclopropane]-3-carboxylic acid